(R*)-2-[1-(2-fluoro-4-methoxyphenyl)-2-nitroethyl]malonic acid dimethyl ester COC(C(C(=O)OC)[C@@H](C[N+](=O)[O-])C1=C(C=C(C=C1)OC)F)=O |o1:8|